ethyl-4-bromophenylglycine C(C)NC(C1=CC=C(C=C1)Br)C(=O)O